ClC1=CC2=C(N=C(S2)NC(C2=C(C=CC3=CC=CC=C23)O)C2=NN(N=C2)C2=CC=CC=C2)C=C1 1-(((6-chlorobenzo[d]thiazol-2-yl)amino)(2-phenyl-2H-1,2,3-triazol-4-yl)methyl)naphthalen-2-ol